1-[6-(2,6-Dimethylphenoxy)-3,3-dimethyl-1H,2H,3H-pyrrolo[3,2-c]pyridin-1-yl]-2-[(2R,5R)-2-(methoxymethyl)-5-methylpiperazin-1-yl]ethan-1-one hydrochloride Cl.CC1=C(OC2=CC3=C(C=N2)C(CN3C(CN3[C@H](CN[C@@H](C3)C)COC)=O)(C)C)C(=CC=C1)C